N1=C2C(=NC=C1)N=CC(=C2)B(O)O pyrido[2,3-b]pyrazin-7-ylboronic acid